2-acetamido-2-deoxy-3,4,6-tri-O-benzyl-D-galactose C(C)(=O)N[C@@H](C=O)[C@@H](OCC1=CC=CC=C1)[C@@H](OCC1=CC=CC=C1)[C@H](O)COCC1=CC=CC=C1